N1C=NC=2C=CC=3C=CC=NC3C21 IMIDAZOQUINOLINE